C(C(=C)C)(=O)OCCCOC1=CC(=C(C(=C1)N1N=C2C(=N1)C=CC(=C2)OC)O)C(C)(C)C 3-(3-(t-butyl)-4-hydroxy-5-(5-methoxy-2-benzotriazolyl)phenoxy)propyl methacrylate